C(C)OC(C(=O)C1=CC=C(C=C1)C1=CC=C(C=C1)F)=O 2-(4'-fluorobiphenyl-4-yl)-2-oxoacetic acid ethyl ester